C1(=CC=C(C=C1)C=1C=C2C(=CN1)SC(=C2)C(=O)O)C2=CC=CC=C2 5-([1,1'-biphenyl]-4-yl)thieno[2,3-c]pyridine-2-carboxylic acid